ClC1=CC=C(CC23NC(C(NC(C(NC(CC(C(N(CCC2)C3)=O)[C@H]3CCC2=CC=CC=C32)=O)C)=O)CO)=O)C=C1 13-(4-chlorobenzyl)-3-((R)-2,3-dihydro-1H-inden-1-yl)-10-(hydroxymethyl)-7-methyl-1,6,9,12-tetraazabicyclo[11.3.1]heptadecane-2,5,8,11-tetraone